Methyl-4-((3-(4-cyano-3-(trifluoromethyl)phenyl)-2-(trifluoromethyl)oxazolidin-5-yl)methoxy)benzoat COC(C1=CC=C(C=C1)OCC1CN(C(O1)C(F)(F)F)C1=CC(=C(C=C1)C#N)C(F)(F)F)=O